bis(3-methylenehept-4,6-dien-1-yl)dihydrobenzoindazole C=C(CCN1N(C2=C3C(=CC=C2C1)C=CC=C3)CCC(C=CC=C)=C)C=CC=C